N1CCCCC12CN(CCC2)C2=C1C(=NC=C2)NC=C1C1=NSC=C1 3-[4-(1,8-diazaspiro[5.5]undecan-8-yl)-1H-pyrrolo[2,3-b]pyridin-3-yl]isothiazole